1-(2-(tri(trifluoromethoxy)phenyl)ethyl)-7,8-dihydro-1,6-naphthyridin-5(6H)-one FC(OC1=C(C(=C(C=C1)CCN1CC=CC=2C(NCCC12)=O)OC(F)(F)F)OC(F)(F)F)(F)F